I(=O)(=O)[O-].I(=O)(=O)[O-].I(=O)(=O)[O-].[Y+3] yttrium triiodate